CS(=O)(=O)N1CC2CCC(C1)C2 (endo)-3-(methylsulfonyl)-3-azabicyclo[3.2.1]octan